2-(4-bromo-2,6-difluorophenyl)acetonitrile BrC1=CC(=C(C(=C1)F)CC#N)F